F[C@@H]1[C@H](CN(CC1)C1=NC2=C(N1C)C=C(C(=C2)NC(C=C)=O)C)NC2=NC=C(C=N2)C(F)(F)F N-(2-((3S,4S)-4-Fluoro-3-((5-(trifluoromethyl)pyrimidin-2-yl)amino)piperidin-1-yl)-1,6-dimethyl-1H-benzo[d]imidazol-5-yl)acrylamide